C(CCC)OCC(=O)C1=C(C=CC=C1)OCCCC 2,2'-dibutoxyacetophenone